C(C)(C)(C)OC(=O)NCCC1(NC=CC=C1)C(=O)[O-] 2-((tert-butoxycarbonylamino)ethyl)picolinate